FC=1C(=C2C=C[N+](=CC2=CC1)[O-])CNC1CC(C1)OC1=CC(=C(C=C1)F)C(F)(F)F 6-fluoro-5-((((1r,3r)-3-(4-fluoro-3-(trifluoromethyl)phenoxy)cyclobutyl)amino)methyl)isoquinoline 2-oxide